C(C)(C)(C)OC(=O)N(CCOCCOCCOCCOCCOCCOC/C=C/C(=O)O)C(=O)OC(C)(C)C (E)-4-[2-[2-[2-[2-[2-[2-[bis(tert-butoxycarbonyl)amino]ethoxy]ethoxy]ethoxy]ethoxy]ethoxy]ethoxy]but-2-enoic acid